NC1=NC(=CC(=N1)C=1C=C(C#N)C=CC1)C=1N=NN(C1)CC1=NC(=CC=C1)C(C1=CC=CC=C1)OC m-[2-amino-6-(1-{[6-(methoxyphenylmethyl)-2-pyridinyl]methyl}-1H-1,2,3-triazol-4-yl)-4-pyrimidinyl]benzonitrile